CC1=C(C=CC=C1)C1=C(C=CC=C1)C 2,2'-Dimethyl-biphenyl